C(CCC)(=O)C=1C=C(C(=O)NC=2C=C3C(=CNC3=CC2)C2CCN(CC2)C)C=CC1 5-(3-(butanoyl)benzoyl)amino-3-(1-methylpiperidin-4-yl)-1H-indole